9,9',9'',9'''-(4-(4,6-diphenyl-1,3,5-triazin-2-yl)-6-(6-methylpyridin-2-yl)benzene-1,2,3,5-tetrayl)tetrakis(3-(tert-butyl)-9H-carbazole) C1(=CC=CC=C1)C1=NC(=NC(=N1)C1=CC=CC=C1)C1=C(C(=C(C(=C1N1C2=CC=CC=C2C=2C=C(C=CC12)C(C)(C)C)C1=NC(=CC=C1)C)N1C2=CC=CC=C2C=2C=C(C=CC12)C(C)(C)C)N1C2=CC=CC=C2C=2C=C(C=CC12)C(C)(C)C)N1C2=CC=CC=C2C=2C=C(C=CC12)C(C)(C)C